CC(CC(C)C)=NC(CCC)[SiH](OC)OC N-(1,3-dimethylbutylidene)-3-Methyl(dimethoxysilyl)-1-propanamine